COC=1N=C(C2=C(N1)CN(CC2)C(=O)OC(C)(C)C)OC2=C(C=CC=C2)C(F)(F)F Tert-Butyl 2-methoxy-4-[2-(trifluoromethyl)phenoxy]-5H,6H,7H,8H-pyrido[3,4-d]pyrimidine-7-carboxylate